Methyl-2-[4-chloro-3-({2,6-dimethyl-4-[2-(oxan-2-yl)ethoxy]benzene-1-carbothioyl}amino)phenyl]-2-methylpropanoate COC(C(C)(C)C1=CC(=C(C=C1)Cl)NC(=S)C1=C(C=C(C=C1C)OCCC1OCCCC1)C)=O